3-Butylheptyl 8-((8-(heptadecan-9-yloxy)-8-oxooctyl)(3-(tetrahydrofuran-3-carboxamido)propyl)amino)octanoate CCCCCCCCC(CCCCCCCC)OC(CCCCCCCN(CCCCCCCC(=O)OCCC(CCCC)CCCC)CCCNC(=O)C1COCC1)=O